(3-(benzyloxy)-4-(3-((tert-butyldimethylsilyl)oxy)propoxy)phenyl)phenylboronic acid C(C1=CC=CC=C1)OC=1C=C(C=CC1OCCCO[Si](C)(C)C(C)(C)C)C1=C(C=CC=C1)B(O)O